copper-zinc oxalate C(C(=O)[O-])(=O)[O-].[Zn+2].[Cu+2].C(C(=O)[O-])(=O)[O-]